CC(CC[Al](CCC(CCC=C(C)C)C)CCC(CCC=C(C)C)C)CCC=C(C)C tris(3,7-dimethyloct-6-en-1-yl)aluminum